C(CCCCCCCCCCCCCCCCC)\C(=C(/C(=O)O)\CCCCCCCCCCCCCCCCCC)\C(=O)O.C(\C=C\C(=O)OCCCCCCCCCCCCCCCCCC)(=O)OCCCCCCCCCCCCCCCCCC distearyl fumarate (distearyl fumarate)